chloro[1,1'-bis(diphenylphosphino)ferrocene] ClC=1[C-](C=CC1)P(C1=CC=CC=C1)C1=CC=CC=C1.[C-]1(C=CC=C1)P(C1=CC=CC=C1)C1=CC=CC=C1.[Fe+2]